N-[(1R)-1-[3-amino-5-(trifluoromethyl)phenyl]ethyl]-4-chloro-6-oxo-1-phenyl-pyridazine-3-carboxamid NC=1C=C(C=C(C1)C(F)(F)F)[C@@H](C)NC(=O)C1=NN(C(C=C1Cl)=O)C1=CC=CC=C1